N1(CCCCC1)C=O (1-piperidinyl)methanone